7-chloro-2-(1H-pyrazol-3-yl)isoquinolin-1(2H)-one ClC1=CC=C2C=CN(C(C2=C1)=O)C1=NNC=C1